C(C)(=O)[O-].C(CCCCCCCCCCC)[NH+]1C(CCCC1)CCC 1-Dodecyl-2-propylpiperidinium acetat